(2R,3R,4R,5R)-2-(acetoxymethyl)-5-(6-chloro-4-(methoxyamino)-1H-pyrazolo[3,4-d]pyrimidin-1-yl)tetrahydrofuran-3,4-diacetate C(C)(=O)OC[C@@H]1O[C@H]([C@@H]([C@H]1CC(=O)[O-])CC(=O)[O-])N1N=CC=2C1=NC(=NC2NOC)Cl